OC1=CC=C2[C@H]([C@@]3(CCCC4=CC=CC=C34)OCC2=C1)C1=CC=C(C=C1)N1CCC(CC1)CN1CCN(CC1)C=1C=C2CN(C(C2=CC1)=O)[C@@H]1C(NC(CC1)=O)=O (S)-3-(5-(4-((1-(4-((3R,4R)-7-hydroxy-3',4'-dihydro-2'H-spiro[isochromane-3,1'-naphthalen]-4-yl)phenyl)piperidin-4-yl)methyl)piperazin-1-yl)-1-oxoisoindolin-2-yl)piperidine-2,6-dione